C(OC1CC(CC1)C1=NN(C(=C1)NC(=O)C1=CC(=NN1C)COC)C(C)(C)C)(OC1=CC=CC=C1)=O 3-(1-(tert-butyl)-5-(3-(methoxymethyl)-1-methyl-1H-pyrazole-5-carboxamido)-1H-pyrazol-3-yl)cyclopentyl phenyl carbonate